C1(CCCC1)N1C(C(=CC2=C1N=C(N=C2)NC2=CC(=C(C(=C2)F)N2CCNCC2)F)C#N)=O 8-cyclopentyl-2-((3,5-difluoro-4-(piperazin-1-yl)phenyl)amino)-7-oxo-7,8-dihydropyrido[2,3-d]pyrimidine-6-carbonitrile